5-fluorobenzoic acid methyl ester COC(C1=CC=CC(=C1)F)=O